N-([(9H-fluoren-9-yl)methoxy]carbonyl)-4-(methyl)-L-phenylalanine C1=CC=CC=2C3=CC=CC=C3C(C12)COC(=O)N[C@@H](CC1=CC=C(C=C1)C)C(=O)O